(S)-1,2,3,4-Tetrahydroisoquinoline-3-carboxylic acid C1N[C@@H](CC2=CC=CC=C12)C(=O)O